(4-Methoxyphenyl)(2-(prop-1-yn-1-yl)piperazin-1-yl)methanone COC1=CC=C(C=C1)C(=O)N1C(CNCC1)C#CC